OCC1CCC(CC1)C(=O)NN 4-(hydroxymethyl)cyclohexanecarbohydrazide